2-((2S,4S)-1-(but-2-ynoyl)-4-(4-(3-(dimethylamino)azetidin-1-yl)-7-(2,3-dimethylphenyl)-6-fluoro-8-methyl-1H-[1,2,3]triazolo[4,5-c]quinolin-1-yl)piperidin-2-yl)acetonitrile C(C#CC)(=O)N1[C@@H](C[C@H](CC1)N1N=NC=2C(=NC=3C(=C(C(=CC3C21)C)C2=C(C(=CC=C2)C)C)F)N2CC(C2)N(C)C)CC#N